5-[6,8-dimethylimidazo[1,2-a]pyrazin-2-yl]-1-(1,2,3,6-tetrahydropyridin-4-yl)phthalazine CC=1N=C(C=2N(C1)C=C(N2)C2=C1C=NN=C(C1=CC=C2)C=2CCNCC2)C